C(CCCCCCCCCN=C=O)N=C=O decamethylene diisocyanate